ClC1=CC(=C(C=C1)C1(OC2=C(O1)C=CC=C2C2CCN(CC2)CC=2N(C(=CN2)/C=C/C(=O)O)CC2COC2)C)F (E)-3-(2-((4-(2-(4-chloro-2-fluorophenyl)-2-methylbenzo[d][1,3]dioxol-4-yl)piperidin-1-yl)methyl)-1-(oxetan-3-ylmethyl)-1H-imidazol-5-yl)acrylic acid